Deoxyuridine 5'-phosphate P(=O)(O)(O)OC[C@@H]1[C@H](C[C@@H](O1)N1C(=O)NC(=O)C=C1)O